ClC1=NC=CC(=C1C1=NC2=CC(=C(C=C2C(=C1)C(C)C)N1N=C(N(C1=O)CC)CO)F)C 1-(2-(2-Chloro-4-methylpyridin-3-yl)-7-fluoro-4-isopropylquinolin-6-yl)-4-ethyl-3-(hydroxymethyl)-1H-1,2,4-triazol-5(4H)-one